methyl 3-hydroxy-2-methylenepentadecanoate OC(C(C(=O)OC)=C)CCCCCCCCCCCC